C(C)OC(=O)C1=C(C(=NN1C1=NC=CC=C1Cl)Br)CC ethyl-3-bromo-1-(3-chloropyridin-2-yl)-1H-pyrazole-5-carboxylic acid ethyl ester